C1(CCCCCC1)NCC(=O)O N-cycloheptylglycine